FC(C(=O)O)(F)F.C(C)(C)C=1C(=NC=CN1)C(=O)N isopropylpyrazine-2-carboxamide trifluoroacetate